lead-calcium tin-aluminum [Al].[Sn].[Ca].[Pb]